C1(CC1)CN1C(C(=CC2=CC(=CN=C12)[N+](=O)[O-])O)=O 1-(cyclopropylmethyl)-3-hydroxy-6-nitro-1,8-naphthyridin-2(1H)-one